CS(=O)(=O)[O-].C(CC)[N+]1=CC(=CC=C1)C 1-Propyl-3-Methylpyridinium methansulfonat